NC=1C(=C(C=C2C=C(N=CC12)NC(O[C@@H](CN(C)C)C)=O)C1=C(C2=C(OCCN2)N=C1)C)F (R)-1-(Dimethylamino)propan-2-yl (8-amino-7-fluoro-6-(8-methyl-2,3-dihydro-1H-pyrido[2,3-b][1,4]oxazin-7-yl)isoquinolin-3-yl)carbamate